C(C=C)(=O)N1CCN(CC1)C1=NN=C(C2=CC(=C(C=C12)C1=C(C=CC=C1F)O)Cl)CC1=CC=CC=C1 2-(4-(4-acryloyl-1-piperazinyl)-1-benzyl-7-chloro-6-phthalazinyl)-3-fluorophenol